TERT-BUTYL 2,6-DICHLORO-4-FORMYLPHENYLCARBAMATE ClC1=C(C(=CC(=C1)C=O)Cl)NC(OC(C)(C)C)=O